2,4-diethyl-3,6-dihydroxyphenylphosphonic acid C(C)C1=C(C(=CC(=C1O)CC)O)P(O)(O)=O